C(=O)(O)C=1C(N(C(=CC1)C)C1=CC=[N+](C=C1)[O-])=O 3-carboxy-6-methyl-2-oxo-2H-[1,4'-bipyridine]-1'-oxide